C(CCCCCCCCCCC)C(C(=O)O)N(C)C lauryldimethylaminoacetic acid